methylallylnickel (II) chloride CC=CC[Ni]Cl